NC1=C2C(=NC=N1)N(N=C2C#CC2=CC1=C(N(C=N1)C)C=C2F)[C@H]2C[C@@H](N(C2)C(C=C)=O)CF 1-[(2R,4S)-4-{4-Amino-3-[2-(6-fluoro-1-methyl-1,3-benzodiazol-5-yl)ethynyl]pyrazolo[3,4-d]pyrimidin-1-yl}-2-(fluoromethyl)pyrrolidin-1-yl]prop-2-en-1-one